N-{4'-amino-3',5'-dichloro-[1,1'-biphenyl]-3-yl}prop-2-enamide NC1=C(C=C(C=C1Cl)C1=CC(=CC=C1)NC(C=C)=O)Cl